BrC=1C(=NC(=CC1)Br)[C@H](CC1=CC(=CC(=C1)F)F)NS(=O)C(C)(C)C N-((S)-1-(3,6-dibromopyridine-2-yl)-2-(3,5-difluorophenyl)ethyl)-2-methylpropane-2-sulfinamide